bis(iso-propylamino)methylsilane C(C)(C)NC(NC(C)C)[SiH3]